4-(2-methylbenzyl)-N-(4-(4,4,5,5-tetramethyl-1,3,2-dioxaborolan-2-yl)phenyl)piperazine-1-carboxamide CC1=C(CN2CCN(CC2)C(=O)NC2=CC=C(C=C2)B2OC(C(O2)(C)C)(C)C)C=CC=C1